(R)-2-amino-N-((R)-1-(((S)-5-amino-1-(3-benzyl-1,2,4-oxadiazol-5-yl)pentyl)amino)-3-(4-hydroxy-2,6-dimethylphenyl)-1-oxopropan-2-yl)-5-guanidino-valeramide N[C@@H](C(=O)N[C@@H](C(=O)N[C@@H](CCCCN)C1=NC(=NO1)CC1=CC=CC=C1)CC1=C(C=C(C=C1C)O)C)CCCNC(=N)N